ClC=1C=C(C=NC1N1N=CC=N1)NC(=O)[C@H]1CC(C2=C1C=NC=1N2N=CC1F)(C)C (S)-N-(5-chloro-6-(2H-1,2,3-triazol-2-yl)pyridin-3-yl)-3-fluoro-8,8-dimethyl-7,8-dihydro-6H-cyclopenta[e]pyrazolo[1,5-a]pyrimidine-6-carboxamide